3-(4-Fluoro-2-methyl-phenoxy)-N-pyridazin-4-yl-6-(trifluoromethyl)pyridazine-4-carboxamide FC1=CC(=C(OC=2N=NC(=CC2C(=O)NC2=CN=NC=C2)C(F)(F)F)C=C1)C